2-(4-Methylphenoxy)-N-[6-[[2-(4-methylphenoxy)acetyl]amino]pyridin-3-yl]acetamide CC1=CC=C(OCC(=O)NC=2C=NC(=CC2)NC(COC2=CC=C(C=C2)C)=O)C=C1